N-[5-([1,2,4]triazolo[4,3-a]pyridin-3-yl)pentyl]benzamide N=1N=C(N2C1C=CC=C2)CCCCCNC(C2=CC=CC=C2)=O